(3S)-N-[3-(2-[[1-(hydroxymethyl)cyclobutyl]amino]-6-(morpholin-4-yl)pyridin-4-yl)-4-methylphenyl]-3-(2,2,2-trifluoroethyl)pyrrolidine-1-carboxamide OCC1(CCC1)NC1=NC(=CC(=C1)C=1C=C(C=CC1C)NC(=O)N1C[C@@H](CC1)CC(F)(F)F)N1CCOCC1